Methyl 3-methyl-4-((R)-4-((R)-1-phenylethyl)morpholin-2-yl)benzoate CC=1C=C(C(=O)OC)C=CC1[C@@H]1CN(CCO1)[C@H](C)C1=CC=CC=C1